CN1N=CC=2CNC3=C(S(C21)=O)C=CC=C3 1-Methyl-4,5-dihydro-1H-benzo[b]pyrazolo-[4,3-f][1,4]thiazepine 10-oxide